C1(CC1)NC(=O)C1C(CCC(C1)C)C(C)C N-Cyclopropyl-5-methyl-2-isopropylcyclohexanecarboxamide